5-oxaspiro[2.4]heptane-4,6-dione C1CC12C(OC(C2)=O)=O